[Na+].OC1=C(C=CC(=C1)O)N=NC1=CC=C(C=C1)S(=O)(=O)[O-] p-(2,4-dihydroxyphenylazo)benzenesulfonic acid, sodium salt